1,1-dibromo-4,4-dipropyl-1,4-disilacyclohexane Br[Si]1(CC[Si](CC1)(CCC)CCC)Br